tri(2,2-diethyl-1-butyl) citrate C(CC(O)(C(=O)OCC(CC)(CC)CC)CC(=O)OCC(CC)(CC)CC)(=O)OCC(CC)(CC)CC